1,1-bis[3-(tert-butyl-dimethylsilyloxymethyl)phenyl]ethene [Si](C)(C)(C(C)(C)C)OCC=1C=C(C=CC1)C(=C)C1=CC(=CC=C1)CO[Si](C)(C)C(C)(C)C